C(#N)C=1C=C(CC=2NC(=NN2)C(=O)O)C=CC1 5-(3-cyanobenzyl)-4H-1,2,4-triazole-3-carboxylic acid